O.C(C)(C)(C)C=1C=C(C=C(C1)C(C)(C)C)S(=O)(=O)O 3,5-di-tert-butyl-benzenesulfonic acid monohydrate